FC(C(=O)N1[C@H]2CC(C[C@@H]1CC2)O)(F)C=2C=CC(=C(C(=O)NC1=CC(=C(C=C1)F)C)C2)F 5-(1,1-difluoro-2-((1R,3s,5S)-3-hydroxy-8-azabicyclo[3.2.1]octan-8-yl)-2-oxoethyl)-2-fluoro-N-(4-fluoro-3-methylphenyl)benzamide